(4-(3-((4-cyano-2-fluorophenoxy)methyl)phenoxy)piperidin-1-yl)methyl-1-((1-(cyclopropylmethyl)-1H-imidazol-5-yl)methyl)-1H-benzo[d]imidazole-6-carboxylate C(#N)C1=CC(=C(OCC=2C=C(OC3CCN(CC3)COC(=O)C=3C=CC4=C(N(C=N4)CC4=CN=CN4CC4CC4)C3)C=CC2)C=C1)F